BrC(C(C(=O)OCC)(C)C)C(C)=O ethyl bromo-2,2-dimethyl-4-oxopentanoate